2-(7-(4-cyanophenyl)-9-methoxy-2-methyl-3-oxo-3,5-dihydro-2H-benzo[c]pyrido[3,4-e]azepin-5-yl)-N-ethylacetamide C(#N)C1=CC=C(C=C1)C1=NC(C=2C(C3=C1C=C(C=C3)OC)=CN(C(C2)=O)C)CC(=O)NCC